O1C(=NCC1)C=1CN(C2=NC(=CC=C2C1NC)C(F)(F)F)C1=CC=CC=C1 3-(4,5-Dihydrooxazol-2-yl)-4-(methylamino)-1-phenyl-7-(trifluoromethyl)-1,8-naphthyridine